FC=1C=C2C=3CCN(C(C3NC2=CC1)C1=CC=C(C=C1)C)C(CCC1=CC=CC=C1)=O 6-fluoro-1-(4-methylphenyl)-2-(3-phenylpropanoyl)-2,3,4,9-tetrahydro-1H-β-carboline